C(C)NC(=O)NC=1N=NC=C(C1)CN1CCN(CC1)C=1C(=NC(=CC1)N1N=CC=C1)C 1-ethyl-3-(5-((4-(2-methyl-6-(1H-pyrazol-1-yl)pyridin-3-yl)piperazin-1-yl)methyl)pyridazin-3-yl)urea